OC(C(=O)O)(C(C)C)O 2,2-dihydroxy-3-methylbutanoic acid